C[C@]1(CCC[C@@H]1C(=O)O)N cis-2-Amino-2-methylcyclopentanecarboxylic acid